1-(((2-aminoquinolin-7-yl)thio)methyl)bicyclo[3.1.0]hexane-2,3-diol NC1=NC2=CC(=CC=C2C=C1)SCC12C(C(CC2C1)O)O